ClC=1N=NC=CC1 3-chloro-pyridazine